Zirconium (iv) hydroxide [OH-].[Zr+4].[OH-].[OH-].[OH-]